CC1=C(C=C(OCC(C)NC(OC(C)(C)C)=O)C=C1)C(NC1(CC1)C1=C2C=CC=NC2=CC(=C1)C)=O tert-Butyl (1-(4-methyl-3-((1-(7-methylquinolin-5-yl)cyclopropyl) carbamoyl) phenoxy)propan-2-yl)carbamate